1-phenylmethylamino-3-phenylbut-3-ene C1(=CC=CC=C1)CNCCC(=C)C1=CC=CC=C1